ClC1=CC(=C(C2=C1OC1(CCC(CC1)CN(C)C)O2)C)C(=O)O 7-chloro-4'-((dimethylamino)methyl)-4-methylspiro[benzo[d][1,3]dioxole-2,1'-cyclohexane]-5-carboxylic acid